ClC1=CC=C(C=N1)CN1C(C=CC=C1)=NC(C(F)F)=O N-[1-[(6-chloro-3-pyridyl)methyl]-2-pyridylidene]-2,2-difluoroacetamide